2-amino-1-(2-(3-fluoro-4-methylphenyl)-3-((4-fluorophenyl)amino)-8,8-dimethyl-5,6-dihydroimidazo[1,2-a]pyrazin-7(8H)-yl)ethan-1-one NCC(=O)N1C(C=2N(CC1)C(=C(N2)C2=CC(=C(C=C2)C)F)NC2=CC=C(C=C2)F)(C)C